ethyl 2-(5-bromo-4-oxo-pyrrolo[2,1-f][1,2,4]triazin-3-yl)acetate BrC=1C=CN2N=CN(C(C21)=O)CC(=O)OCC